Isopropyl (S)-2-((S)-3-(1H-indol-3-yl)-2-pivalamidopropanamido)-6-diazo-5-oxohexanoate N1C=C(C2=CC=CC=C12)C[C@@H](C(=O)N[C@H](C(=O)OC(C)C)CCC(C=[N+]=[N-])=O)NC(C(C)(C)C)=O